[7-(5-amino-2,4-difluoro-phenyl)-2,3-dihydrobenzofuran-2-yl]methanol NC=1C(=CC(=C(C1)C1=CC=CC=2CC(OC21)CO)F)F